N1N(CC2=CC=CC=C12)CNC(=S)NC1=C(C=C(C=C1)C)C 1-((1H-indazol-2-yl)methyl)-3-(2,4-dimethylphenyl)thiourea